methyl 4-[4-benzyloxy-1-(4-fluoro-3-methyl-phenyl)-2-thioxo-indolin-3-yl]benzoate C(C1=CC=CC=C1)OC1=C2C(C(N(C2=CC=C1)C1=CC(=C(C=C1)F)C)=S)C1=CC=C(C(=O)OC)C=C1